(4-t-butylphenyl)diphenylsulfonium chloride [Cl-].C(C)(C)(C)C1=CC=C(C=C1)[S+](C1=CC=CC=C1)C1=CC=CC=C1